5-methyl-5'-(trifluoromethyl)-3,4,5,6-tetrahydro-2,2'-bipyridine CC1CCC(=NC1)C1=NC=C(C=C1)C(F)(F)F